methyl 5-(2-(tert-Butoxycarbonyl)-1-methylhydrazine-1-carbonyl)-2-methoxyisonicotinate C(C)(C)(C)OC(=O)NN(C(=O)C1=CN=C(C=C1C(=O)OC)OC)C